5-(3-chloro-4-methyl-7H-imidazo[4,5-c]pyridazin-7-yl)bicyclo[3.1.1]heptan-1-amine ClC1=C(C2=C(N=N1)N(C=N2)C21CCCC(C2)(C1)N)C